CS(=O)(=O)C1=C(C(=C(C=C1)Br)C)C 4-methanesulfonyl-2,3-dimethyl-bromobenzene